(3-isopropoxyphenyl)boronic acid C(C)(C)OC=1C=C(C=CC1)B(O)O